bis(cyanoethyl)diethylene glycol C(#N)CCC(COCCO)(CCC#N)O